NC1=NC=2C=NC(=CC2C2=C1COC2)C(=O)N2[C@H](COCC2)C=2C=NC(=CC2)C2CC2 |r| (4-amino-1,3-dihydrofuro[3,4-c][1,7]naphthyridin-8-yl)-[rac-(3S)-3-(6-cyclopropyl-3-pyridinyl)morpholin-4-yl]methanone